NC1=C(C=C(C(=N1)OC)/C=C/C(=O)OCC)F ethyl (E)-3-(6-amino-5-fluoro-2-methoxy-3-pyridyl)prop-2-enoate